ClC=1C=NN2C1N=C(N=C2NC2CCC(CC2)N(C)C)C2=C(C=C(C=C2F)C)F (1r,4r)-N1-(8-chloro-2-(2,6-difluoro-4-methylphenyl)pyrazolo[1,5-a][1,3,5]triazin-4-yl)-N4,N4-dimethylcyclohexane-1,4-diamine